C(C)(C)(C)OC(=O)NC(C(=O)OCC)C1=NC=C(C=C1)OCC1(CCCC1)C ethyl 2-((tert-butoxycarbonyl)amino)-2-(5-((1-methylcyclopentyl)methoxy)pyridin-2-yl)acetate